3-(5-((4-cyanobenzyl)-amino)-2-methyl-4-oxoquinazolin-3(4H)-yl)piperidine-2,6-dione C(#N)C1=CC=C(CNC2=C3C(N(C(=NC3=CC=C2)C)C2C(NC(CC2)=O)=O)=O)C=C1